FC1=CC(=CC2=CN(N=C12)C1CCN(CC1)C(=O)OC(C)(C)C)B1OC(C(O1)(C)C)(C)C tert-butyl 4-(7-fluoro-5-(4,4,5,5-tetramethyl-1,3,2-dioxaborolan-2-yl)-2H-indazol-2-yl)piperidine-1-carboxylate